ethyl 3-(aminomethyl)-1-benzylpyrrolidine-3-carboxylate NCC1(CN(CC1)CC1=CC=CC=C1)C(=O)OCC